IC1=C(C(=CC(=C1)C(C(F)(F)F)(C(F)(F)F)F)C(F)F)NC(C1=C(C(=CC=C1)N(C(=O)C=1C=NC(=CC1)F)OC(=O)C1CC1)F)=O N-(2-iodo-4-(perfluoropropan-2-yl)-6-(difluoromethyl)phenyl)-2-fluoro-3-(((cyclopropanecarbonyl)oxy)(6-fluoropyridine-3-carbonyl)amino)benzamide